(Z)-6-hydroxy-2-(4-hydroxy-3-(trifluoromethyl)benzylidene)benzofuran-3(2H)-one OC1=CC2=C(C(/C(/O2)=C/C2=CC(=C(C=C2)O)C(F)(F)F)=O)C=C1